4,4'-dimethoxybibenzyl COC1=CC=C(C=C1)CCC1=CC=C(C=C1)OC